Tristyryl-amine C(=CC1=CC=CC=C1)N(C=CC1=CC=CC=C1)C=CC1=CC=CC=C1